N(=C=O)CCN1C(C=CC1=O)=O 1-(2-isocyanatoethyl)-1H-pyrrole-2,5-dione